3-ethylsulfonyl-5-(trifluoromethyl)pyridine-2-carboxylic acid C(C)S(=O)(=O)C=1C(=NC=C(C1)C(F)(F)F)C(=O)O